hydroxyethyl-piperazineethane-sulfonic acid OCCC1N(CCNC1)CCS(=O)(=O)O